Tert-Butyl 3-[6-(2-chloro-4-methylsulfonyl-phenyl)-3-pyridyl]azetidine-1-carboxylate ClC1=C(C=CC(=C1)S(=O)(=O)C)C1=CC=C(C=N1)C1CN(C1)C(=O)OC(C)(C)C